tert-butyl (1R,3s,5S)-3-((6-chloropyridazin-3-yl)(methyl)amino)-9-azabicyclo[3.3.1]nonane-9-carboxylate ClC1=CC=C(N=N1)N(C1C[C@H]2CCC[C@@H](C1)N2C(=O)OC(C)(C)C)C